r-p-methylbenzoic acid CC1=CC=C(C(=O)O)C=C1